N-((2-(6-(4,7-diazaspiro[2.5]octan-7-yl)pyridin-2-yl)-1,6-naphthyridin-7-yl)methyl)-4-methyl-3-(S-methylsulfonimidoyl)benzamide C1CC12NCCN(C2)C2=CC=CC(=N2)C2=NC1=CC(=NC=C1C=C2)CNC(C2=CC(=C(C=C2)C)S(=O)(=N)C)=O